BrC1=CC(=C(C=C1C=1N=NN(N1)COCC[Si](C)(C)C)NC(=O)C1(CC1)C1=CC(=CC=C1)Cl)F N-[4-bromo-2-fluoro-5-[2-[[2-(trimethylsilyl)ethoxy]methyl]-2H-tetrazol-5-yl]phenyl]-1-(3-chlorophenyl)cyclopropanecarboxamide